NC1(CCN(CC1)C1=CC(=CC(=N1)NC1=NNC(=C1)C)C)C 6-(4-amino-4-methylpiperidin-1-yl)-4-methyl-N-(5-methyl-1H-pyrazol-3-yl)pyridin-2-amine